CC([C@@H]1[C@H]([C@H]([C@@H](O1)N1C(=O)NC(=O)C=C1)O)O)O 5'-methyluridine